1-((2-(2,6-dioxopiperidin-3-yl)-4-fluoro-1-oxoisoindolin-5-yl)methyl)-3-(4-((2-fluorobenzyl)oxy)phenyl)urea O=C1NC(CCC1N1C(C2=CC=C(C(=C2C1)F)CNC(=O)NC1=CC=C(C=C1)OCC1=C(C=CC=C1)F)=O)=O